C(N)(=O)C=1C(=NN(C1)[C@H]1[C@@H](CCC1)C#N)NC=1C=CC(=C(C(=O)OC)C1)B1OC(C(O1)(C)C)(C)C methyl 5-((4-carbamoyl-1-(trans-2-cyanocyclopentyl)-1H-pyrazol-3-yl) amino)-2-(4,4,5,5-tetramethyl-1,3,2-dioxaborolan-2-yl)benzoate